(R,E)-N-((1,2,3,5,6,7-Hexahydro-s-indacen-4-yl)carbamoyl)-2-(1-methylpyrrolidin-2-yl)ethen-1-sulfonamid C1CCC2=C(C=3CCCC3C=C12)NC(=O)NS(=O)(=O)\C=C\[C@@H]1N(CCC1)C